FC1=C(C=CC(=C1F)B1OC(C(O1)(C)C)(C)C)C=1C(=NN(C1)C=1C=NN(C1)COCC[Si](C)(C)C)C 2-[[4-[4-[2,3-difluoro-4-(4,4,5,5-tetramethyl-1,3,2-dioxaborolan-2-yl)phenyl]-3-methyl-pyrazol-1-yl]pyrazol-1-yl]methoxy]ethyl-trimethyl-silane